OC=1C=NC=CC1C1=CC=2C(NCC3(C2N1)CCOCC3)=O 2'-(3-hydroxypyridin-4-yl)-5',6'-dihydro-1'H-spiro[oxane-4,7'-pyrrolo[3,2-c]pyridin]-4'-one